FC(C)(F)C1=CC(=NC(=N1)OC)N1N=C(C=2C=NC(=CC21)NC(C)=O)N2CC(CC2)N(C)C N-(1-(6-(1,1-difluoroethyl)-2-methoxypyrimidin-4-yl)-3-(3-(dimethylamino)pyrrolidin-1-yl)-1H-pyrazolo[4,3-c]pyridin-6-yl)acetamide